NC=1C(=C(C=C2C=C(N=CC12)NC(O[C@H]1[C@@H](OCC1)C)=O)C1=C(C2=C(OCCN2)N=C1)C)F (trans)-2-Methyltetrahydrofuran-3-yl (8-amino-7-fluoro-6-(8-methyl-2,3-dihydro-1H-pyrido[2,3-b][1,4]oxazin-7-yl)isoquinolin-3-yl)carbamate